N1CCC2=CC(=CC=C12)N1CCN(CC1)C(=O)OC(C)(C)C tert-butyl 4-(indoline-5-yl)piperazine-1-carboxylate